FC1=CC2=C(N=C(S2)OCC2N(C3CC(C2C)C3)C(=O)C3=NC(=CC=C3N3N=CC=N3)C)C=C1 trans-6-fluoro-2-({4-methyl-2-[6-methyl-3-(2H-1,2,3-triazol-2-yl)pyridine-2-carbonyl]-2-azabicyclo[3.1.1]hept-3-yl}methoxy)-1,3-benzothiazole